2-butene-1-ol propionate C(CC)(=O)OCC=CC